4-((2-(N-(2-chloro-5-(trifluoromethyl)phenyl)phenylsulfonamido)-acetamido)-methyl)-1,1-dimethylpiperidin-1-ium chloride [Cl-].ClC1=C(C=C(C=C1)C(F)(F)F)N(S(=O)(=O)C1=CC=CC=C1)CC(=O)NCC1CC[N+](CC1)(C)C